(2R)-3-(((2,3-bis((3-((tert-butoxycarbonyl) (isobutyl)amino)propanoyl)oxy)propoxy)(hydroxy)phosphoryl)oxy)propane-1,2-diyl ditetradecanoate C(CCCCCCCCCCCCC)(=O)OC[C@H](COP(=O)(O)OCC(COC(CCN(CC(C)C)C(=O)OC(C)(C)C)=O)OC(CCN(CC(C)C)C(=O)OC(C)(C)C)=O)OC(CCCCCCCCCCCCC)=O